C(C1CO1)OCC[Si](OC)(OC)OC (2-glycidoxyethyl)trimethoxysilane